COC(=O)C1=CC=C(C=C1)[C@H](C)NC(=O)C12N(CC(C1)C2)C(=O)OC(C)(C)C tert-butyl (S)-1-((1-(4-(methoxycarbonyl) phenyl) ethyl) carbamoyl)-2-azabicyclo[2.1.1]hexane-2-carboxylate